2-(2-((tert-Butoxycarbonyl)amino)ethoxy)-ethyl 4-methylbenzenesulfonate CC1=CC=C(C=C1)S(=O)(=O)OCCOCCNC(=O)OC(C)(C)C